1-(biphenyl-2-ylmethyl)-4-phenylpiperazine C1(=C(C=CC=C1)CN1CCN(CC1)C1=CC=CC=C1)C1=CC=CC=C1